1-Benzyl-4-(3-(tert-butyl)phenyl)-5-methyl-1,2,3,6-tetrahydropyridine C(C1=CC=CC=C1)N1CCC(=C(C1)C)C1=CC(=CC=C1)C(C)(C)C